C(C)(C)(C)OC(=O)N1CCC(CC1)COC1=CC(=C(C=C1)[N+](=O)[O-])C(N)=O 4-(3-carbamoyl-4-nitro-phenoxymethyl)-piperidine-1-carboxylic acid tert-butyl ester